C(C)(C)C1=CC=C(C=C1)C1=CC(=CC=C1)S(=O)(=O)N1CC(CCC1)CC(C(=O)NS(=O)(=O)C1=CC=C(C=C1)OC)(C)OC1=CC=CC=C1 1-((4'-isopropyl-[1,1'-biphenyl]-3-yl)sulfonyl)piperidin-3-yl(phenoxy)-N-((4-methoxyphenyl)sulfonyl)-2-methylpropanamide